CC1(CC(N(C1)CC1=CC=C(C=C1)C1=NOC(=N1)C(F)(F)F)=O)C 4,4-dimethyl-1-[[4-[5-(trifluoromethyl)-1,2,4-oxadiazol-3-yl]phenyl]methyl]pyrrolidine-2-one